NC=1C2=C(N=CN1)N(C=C2Br)C2C(C(C(C2)C(=O)NC[C@H]2CNCCC2)O)O 4-(4-amino-5-bromo-7H-pyrrolo[2,3-d]pyrimidin-7-yl)-2,3-dihydroxy-N-(((R)-piperidin-3-yl)methyl)cyclopentane-1-carboxamide